C(C)(C)(C)C=1C=C(C=C(C1O)CC1=CC(=CC(=C1O)C(C)(C)C)C)C 6,6'-di-tert-butyl-2,2'-methylene-di-p-cresol